C(=C)[C@@](/C=C/C1=CC=C(C=C1)O)(CCC=C(C)C)C 4-[(1E,3S)-3-ethenyl-3,7-dimethylocta-1,6-dienyl]phenol